FS(=O)(=O)[C@@H]1C[C@H](NC1)C(=O)OC methyl (2S,4R)-4-(fluorosulfonyl)pyrrolidine-2-carboxylate